NC=1C=2N(C3=CC(=CC=C3N1)C(=O)N1[C@@H]3[C@H](CCC1)OC1=C3C=CC(=C1F)OC(F)(F)F)C=NC2 (4-aminoimidazo[1,5-a]quinoxalin-8-yl)((4aS,9bS)-6-fluoro-7-(trifluoromethoxy)-3,4,4a,9b-tetrahydrobenzofuro[3,2-b]pyridin-1(2H)-yl)methanone